CC1=NN(C(=C1)C(F)(F)F)C=1C=C(C#N)C=CC1 3-(3-Methyl-5-(trifluoromethyl)-1H-pyrazol-1-yl)benzonitrile